2-ethoxy-1-(5-((3-(trifluoromethyl)piperidin-1-yl)methyl)furan-2-yl)prop-2-en-1-one tert-butyl-4-[4-(5-amino-1H-pyrazol-3-yl)-3-methoxy-phenyl]-4-fluoro-piperidine-1-carboxylate C(C)(C)(C)OC(=O)N1CCC(CC1)(F)C1=CC(=C(C=C1)C1=NNC(=C1)N)OC.C(C)OC(C(=O)C=1OC(=CC1)CN1CC(CCC1)C(F)(F)F)=C